[N+]1(=NC(N=C1)=C1N=NC=N1)[S-] bis-triazolyl sulfide